2-(6,8-difluoro-1-naphthyl)-4,4,5,5-tetramethyl-1,3,2-dioxaborolane FC=1C=C2C=CC=C(C2=C(C1)F)B1OC(C(O1)(C)C)(C)C